OCCC(C)(C1=CC(=CC=C1)C(F)(F)F)NS(=O)C(C)(C)C N-(4-hydroxy-2-(3-(trifluoromethyl)-phenyl)butan-2-yl)-2-methylpropane-2-sulfinamide